(4-((tetrahydrofuran-3-yl)oxy)phenyl)ethan-1-one methyl-butoxypropionate CC(C(=O)O)(C)OCCCC.O1CC(CC1)OC1=CC=C(C=C1)C(C)=O